CN1CCN(CC1)C1=C2C=CN(C2=C(C=C1)C(=O)NCC1=CC=C(C(=O)O)C=C1)CC1=CC=C(C=C1)C(F)(F)F 4-((4-(4-methylpiperazin-1-yl)-1-(4-(trifluoromethyl)benzyl)-1H-indole-7-carboxamido)methyl)benzoic acid